methyl 5-cyclopropyl-3-[3-trans-(methoxy-d3)cyclobutyl]amino-pyridine-2-carboxylate C1(CC1)C=1C=C(C(=NC1)C(=O)OC)NC1(CCC1)OC([2H])([2H])[2H]